N-(5-((4-(3-((6-chloropyridin-2-yl)oxy)-2,2-dimethylpropoxy)pyridin-2-yl)ethynyl)-8-(methylamino)-2,7-naphthyridin-3-yl)cyclopropanecarboxamide ClC1=CC=CC(=N1)OCC(COC1=CC(=NC=C1)C#CC1=C2C=C(N=CC2=C(N=C1)NC)NC(=O)C1CC1)(C)C